F[C@@H]1[C@H](CNC1)NC1=NC(=CC=C1)C1=CN=C2N1C=C(N=C2)C2(CC2)C N-((3S,4S)-4-fluoropyrrolidin-3-yl)-6-(6-(1-methylcyclopropyl)imidazo[1,2-a]pyrazin-3-yl)pyridin-2-amine